C(C1=CC=CC=C1)OC(CCC1CCC1)CCC 3-benzyloxyhexyl-cyclobutane